Cl.Cl.FC1(CC1)C1=NC2=C(N1)C=CC(=C2)NN 2-(1-fluorocyclopropyl)-5-hydrazinyl-1H-benzo[d]imidazole dihydrochloride